2-methyl-9-(piperidin-4-yl)-7,12-dihydro-6H-pyrido[3',4':2,3]oxepino[4,5-b]indole trifluoroacetate FC(C(=O)O)(F)F.CC1=CC2=C(OCCC3=C2NC2=CC=C(C=C32)C3CCNCC3)C=N1